NC=1NC(C=2N(C(N(C2N1)[C@@H]1O[C@@H](C[C@H]1O)CO)=O)CC1=CC=CC=C1)=O 2-amino-7-benzyl-9-((2R,3R,5S)-3-hydroxy-5-(hydroxymethyl)tetrahydrofuran-2-yl)-7,9-dihydro-1H-purine-6,8-dion